N1(CCCCC1)C[C@H]1OC(=NOC1)[C@@]12CN(C[C@]2(CC1)C(=O)OC)C(=O)OC(C)(C)C |o1:7,13,17| rac-rel-cis-3-(tert-Butyl) 1-methyl (1R,5S)-5-(5-(piperidin-1-ylmethyl)-5,6-dihydro-1,4,2-dioxazin-3-yl)-3-azabicyclo[3.2.0]heptane-1,3-dicarboxylate